tert-butyl (7-(benzyloxy)-2-methylbenzo[d]oxazol-5-yl)carbamate C(C1=CC=CC=C1)OC1=CC(=CC=2N=C(OC21)C)NC(OC(C)(C)C)=O